BrC1=CC=C(C=C1)/C=C/C(=O)N1CC(CC1)NC(=O)C1CC1 (E)-N-(1-(3-(4-bromophenyl)acryloyl)pyrrolidin-3-yl)cyclopropanecarboxamide